N-[[5-(2-methoxyphenyl)-1H-pyrazol-3-yl]sulfonyl]-2-(trifluoromethoxy)benzamide COC1=C(C=CC=C1)C1=CC(=NN1)S(=O)(=O)NC(C1=C(C=CC=C1)OC(F)(F)F)=O